(S)-3-cyclohexene-1-carboxylate [C@H]1(CC=CCC1)C(=O)[O-]